2-[3-methyl-1-(oxetan-3-yl)-1H-pyrazolo[3,4-b]pyrazin-6-yl]-7-[2-(trifluoromethyl)pyridin-4-yl]-2,7-diazaspiro[4.4]nonane CC1=NN(C2=NC(=CN=C21)N2CC1(CC2)CN(CC1)C1=CC(=NC=C1)C(F)(F)F)C1COC1